[NH4+].P(=O)([O-])([O-])OCCOCC(F)(F)F.[NH4+] 2-(2,2,2-trifluoroethoxy)ethan-1-ol Phosphate ammonium salt